tributyl(4-chloro-2-(methoxymethoxy)phenyl)stannane C(CCC)[Sn](C1=C(C=C(C=C1)Cl)OCOC)(CCCC)CCCC